ClC1=C(C(=CC=C1)Cl)N1N=CC(=C1C=O)C(C)C 1-(2,6-dichlorophenyl)-4-(propan-2-yl)-1H-pyrazole-5-carbaldehyde